tert-butyl (S)-6-(1H-pyrazol-1-yl)-1,4-oxazepane-4-carboxylate N1(N=CC=C1)[C@H]1CN(CCOC1)C(=O)OC(C)(C)C